tert-butyl 2-(((8-methoxy-3-(5-methylisoxazol-3-yl)-[1,2,4]triazolo[4,3-b]pyridazin-6-yl) oxy) methyl)-7,8-dihydro-1,6-naphthyridine-6(5H)-carboxylate COC=1C=2N(N=C(C1)OCC1=NC=3CCN(CC3C=C1)C(=O)OC(C)(C)C)C(=NN2)C2=NOC(=C2)C